FC(/C(/O[C@H]1O[C@@H](CC[C@H]1N=[N+]=[N-])[C@@H](C)N(C(=O)OCC1=CC=CC=C1)CC1=CC=CC=C1)=N\C1=CC=CC=C1)(F)F [(2R,3R,6S)-3-azido-6-[(1R)-1-[benzyl(benzyloxycarbonyl)amino]ethyl]tetrahydropyran-2-yl] (1E)-2,2,2-trifluoro-N-phenyl-ethanimidate